COC1=NC=NN2C1=C(C=C2)C=2C=C1C(=NC2)N=C(N1CC1=NC=CC=N1)C 6-(4-methoxypyrrolo[2,1-f][1,2,4]triazin-5-yl)-2-methyl-1-(pyrimidin-2-ylmethyl)-1H-imidazo[4,5-b]pyridine